C(#N)C1=CC=C(C=N1)C1(CC1)S(=O)(=O)NCC=1SC(=CN1)C=1OC(=NN1)C(F)F 6-cyanopyridin-3-yl-N-((5-(5-(difluoromethyl)-1,3,4-oxadiazol-2-yl)thiazol-2-yl)methyl)cyclopropanesulfonamide